IC1=CC=C(C=C1)CCCC(=O)N[C@@H](CCC(=O)O)C(=O)O (4-(4-iodophenyl)butanoyl)-L-glutamic acid